BrC[C@H](CC=1C=C2C=CN=CC2=CC1)NC(OC(C)(C)C)=O (S)-tert-butyl 1-bromo-3-(isoquinolin-6-yl)propan-2-ylcarbamate